3-(4-fluorophenyl)pyrazolo[1,5-a]pyrimidin-7(4H)-one FC1=CC=C(C=C1)C=1C=NN2C1NC=CC2=O